CC1([C@@H](C1)C(CO)=O)C |r| rac-1-(2,2-dimethylcyclopropyl)-2-hydroxyethan-1-one